S1C(=NC=C1)C[C@H](N)C(=O)O β-2-thiazolyl-alanine